(S)-N-(7-chloro-6-((S)-4-((3R,4R)-4-hydroxy-3-methyltetrahydrofuran-3-yl)-3-methylpiperazin-1-yl)isoquinolin-3-yl)-6-oxaspiro[2.5]octane-1-carboxamide ClC1=C(C=C2C=C(N=CC2=C1)NC(=O)[C@H]1CC12CCOCC2)N2C[C@@H](N(CC2)[C@@]2(COC[C@@H]2O)C)C